CS(=O)(=O)C1(CNCCC1)C#N 3-Methylsulfonylpiperidine-3-carbonitrile